[Si](C1=CC=CC=C1)(C1=CC=CC=C1)(C(C)(C)C)OCCN1C(C1)C(=O)O 1-(2-((tert-butyldiphenylsilyl)oxy)ethyl)aziridine-2-carboxylic acid